ClCCN1C(=CC=C1)C(C1=CC=CC=C1)=O 1-(2-chloroethyl)-2-benzoyl-pyrrole